C12CN(CC2C1)C1=NC2=C(C=C(C=C2C(N1C)=O)C)Br 2-(3-azabicyclo[3.1.0]hexan-3-yl)-8-bromo-3,6-dimethylquinazolin-4(3H)-one